C[Si](N[Si](C1=CC=CC=C1)(C)C)(C1=CC=CC=C1)C 1,1,3,3-tetramethyl-1,3-diphenyl-disilazane